ClC=1C=C2C(=NC1)C(=CO2)C=2C=NC(=CC2)N2CCOCC2 6-chloro-3-(6-morpholinopyridin-3-yl)furo[3,2-b]pyridine